N1=CC=CC2=C1C=1C=3C=CC=CC3NC1C1=C2N=CC=C1 bispyridocarbazole